[Si](C)(C)(C(C)(C)C)N(S(=O)(=N)N(C1CN(CCC1)C)C=1C=NN(C1)C)CC1=C(C=C(C=C1)OC)OC N-(Tert-butyldimethylsilyl)-N-[(2,4-dimethoxyphenyl)methyl][(1-methyl-1H-pyrazol-4-yl)(1-methylpiperidin-3-yl)amino]-sulfonoimidamide